C(#N)C1=C(C=CC(=C1OC1C(CN(CC1)C)(F)F)OC([2H])([2H])[2H])NC(OC(C)(C)C)=O tert-butyl (2-cyano-3-((3,3-difluoro-1-methylpiperidin-4-yl)oxy)-4-(methoxy-d3)-phenyl)carbamate